vinylbenzyl cinnamate C(C=CC1=CC=CC=C1)(=O)OC(C1=CC=CC=C1)C=C